N1(CC=CC1)C(=O)C1=C(C(=O)O)C=CC=C1 2-(2,5-dihydropyrrole-1-carbonyl)benzoic acid